silicon aluminum bismuth [Bi].[Al].[Si]